C([C@H]([C@H](C=O)O)O)O The molecule is the D-enantiomer of erythrose. It has a role as a plant metabolite. It is an enantiomer of a L-erythrose.